buten-one CC(C=C)=O